FC(C1=CC=C(C=C1)B1OC(C(O1)(C)C)(C)C)(C1=CC=CC=C1)F 2-(4-(difluoro(phenyl)methyl)phenyl)-4,4,5,5-tetramethyl-1,3,2-dioxaborolane